tert-butyl (trans-3-amino-3-methylcyclobutyl)carbamate CC1(CC(C1)NC(=O)OC(C)(C)C)N